The molecule is the S enantiomer of camphorsulfonic acid. It is a conjugate acid of a (S)-camphorsulfonate. It is an enantiomer of a (R)-camphorsulfonic acid. CC1([C@@H]2CC[C@]1(C(=O)C2)CS(=O)(=O)O)C